N1=C2C(=CC=C1)CC(C2)NC(=O)C2=CC=NC=1N2N=C(C1C(=O)N)COC N7-(6,7-dihydro-5H-cyclopenta[b]pyridin-6-yl)-2-(methoxymethyl)pyrazolo[1,5-a]pyrimidine-3,7-dicarboxamide